2-(4-(1H-pyrazol-5-yl)phenyl)-N-(3-(diethylamino)propyl)benzo[d]imidazo[2,1-b]thiazole-7-carboxamide N1N=CC=C1C1=CC=C(C=C1)C=1N=C2SC3=C(N2C1)C=CC(=C3)C(=O)NCCCN(CC)CC